2,2-dimethyl-1-octanol CC(CO)(CCCCCC)C